(S)-6-methyl-2-(2-(7-methyl-1,2,3,4-tetrahydroquinolin-1-carbonyl)pyrrolidin-1-yl)-4-(trifluoromethyl)nicotinonitrile CC1=NC(=C(C#N)C(=C1)C(F)(F)F)N1[C@@H](CCC1)C(=O)N1CCCC2=CC=C(C=C12)C